pyrido[2,3-d]Pyrimidin-5(8H)-one N1=CN=CC2=C1NC=CC2=O